ClC=1N=CC(=NC1)CN1CC2=C(CC1)N=C(N2)C2=NNC1=CC(=CC=C21)C2=CC(=C(C=C2CC)O)F 4-[3-[5-[(5-chloropyrazin-2-yl)methyl]-3,4,6,7-tetrahydroimidazo[4,5-c]pyridin-2-yl]-1H-indazol-6-yl]-5-ethyl-2-fluoro-phenol